5-(2-fluoro-6-methylphenyl)-3-(4-(4-(methyl-d3)piperazin-1-yl)phenyl)-1H-pyrazolo[4,3-c]pyridazin-6(5H)-one FC1=C(C(=CC=C1)C)N1N=C2C(=CC1=O)NN=C2C2=CC=C(C=C2)N2CCN(CC2)C([2H])([2H])[2H]